(2'R,4S)-2-ethyl-2'-methyl-1'-prop-2-ynyl-spiro[3a,6,7,7a-tetrahydrothieno[3,2-c]pyran-4,4'-piperidine] C(C)C1=CC2C(CCO[C@@]23C[C@H](N(CC3)CC#C)C)S1